3-[2-[2-[2-[3-(benzenesulfonamido)phenyl]ethoxy]ethoxy]phenyl]propanoic acid C1(=CC=CC=C1)S(=O)(=O)NC=1C=C(C=CC1)CCOCCOC1=C(C=CC=C1)CCC(=O)O